C[C@@H](C#C)N1C2=C(OC(C1=O)(F)F)C=C(C(=C2)C2=C(C(=C(C(=C2F)F)F)F)F)F (s)-4-(but-3-yn-2-yl)-2,2,7-trifluoro-6-(perfluorophenyl)-2H-benzo[b][1,4]oxazin-3(4H)-one